6-(hydroxy-methyl)tetrahydro-2H-pyran-2,5-diol OCC1C(CCC(O1)O)O